ClC1=CC=C(C=C1)C(NC(=O)C=1C(NC(=CC1C)C(F)(F)F)=O)C1=CC=CC=C1 N-((4-chlorophenyl)(phenyl)methyl)-4-methyl-2-oxo-6-(trifluoromethyl)-1,2-dihydropyridine-3-carboxamide